C(C1=CC=CC=C1)C=1C=NC(=NC1)C(CN(C=1C=NN2C1C=CC(=C2)C=2C=NN(C2)C)C)N 1-(5-Benzylpyrimidin-2-yl)-N2-methyl-N2-(6-(1-methyl-1H-pyrazol-4-yl)pyrazolo[1,5-a]pyridin-3-yl)ethane-1,2-diamine